ClC=1C(=C(C(C)=C(C1CC)N)N)CC 4-chloro-3,5-diethyltoluene-2,6-diamine